4-(((tert-butyldimethylsilyl)oxy)methyl)-6-methyl-2-oxo-1,2-dihydropyridine-3-carbonitrile [Si](C)(C)(C(C)(C)C)OCC1=C(C(NC(=C1)C)=O)C#N